ethyl 4,4-difluoro-9-oxodec-7-enoate FC(CCC(=O)OCC)(CCC=CC(C)=O)F